3-(3-Butyryl-2,6-dihydroxy-4-methoxy-5-methylbenzyl)-2,4,6-trihydroxy-5-isobutyrylbenzoic acid methyl ester COC(C1=C(C(=C(C(=C1O)C(C(C)C)=O)O)CC1=C(C(=C(C(=C1O)C)OC)C(CCC)=O)O)O)=O